1-[[2,6-dimethoxy-4-(2-methyl-1-oxo-2,7-naphthyridin-4-yl)phenyl]methyl]azetidine-3-carboxylic acid trifluoroacetic acid salt FC(C(=O)O)(F)F.COC1=C(C(=CC(=C1)C1=CN(C(C2=CN=CC=C12)=O)C)OC)CN1CC(C1)C(=O)O